NC1=C(C=CC=C1)NC1=NC(=NC=C1C1CC1)NC1=CC=C(C=C1)N1CCN(CC1)C N4-(2-aminophenyl)-5-cyclopropyl-N2-(4-(4-methylpiperazin-1-yl)phenyl)pyrimidine-2,4-diamine